5-carboxyl-1,2,3-benzotriazole C(=O)(O)C1=CC2=C(NN=N2)C=C1